FC=1C=C2N(CCN(C2=CC1)C(=O)N[C@H]1CN(CC1)C(=O)OC(C)(C)C)C1=CC=C(C=C1)F tert-butyl (R)-3-(6-fluoro-4-(4-fluorophenyl)-1,2,3,4-tetrahydroquinoxaline-1-carboxamido)pyrrolidine-1-carboxylate